1-[[2-(difluoro-methoxy)pyridin-4-yl]methyl]-3-[(1r,3r)-1-methyl-3-(trifluoromethyl)cyclobutyl]urea FC(OC1=NC=CC(=C1)CNC(=O)NC1(CC(C1)C(F)(F)F)C)F